ClC1=C(C=CC(=C1)Cl)C1=CC=C(C=C1)C1CCN(CC1)C(=O)N1C[C@@H]2[C@@H](OCC(N2)=O)CC1 (4aR,8aS)-6-(4-(2',4'-Dichloro-[1,1'-biphenyl]-4-yl)piperidine-1-carbonyl)hexahydro-2H-pyrido[4,3-b][1,4]oxazin-3(4H)-one